4,4-difluoro-2-(4-fluorophenyl)-N-{4-[5-methyl-3-(pyridin-2-yl)-1H-pyrrolo[3,2-b]pyridin-2-yl]pyridin-2-yl}butanamide FC(CC(C(=O)NC1=NC=CC(=C1)C1=C(C2=NC(=CC=C2N1)C)C1=NC=CC=C1)C1=CC=C(C=C1)F)F